6-(3-Hydroxypiperidin-4-yl)-8-Methylpyrido[2,3-D]Pyrimidin-7(8H)-One OC1CNCCC1C1=CC2=C(N=CN=C2)N(C1=O)C